C(C)[C@H]1OC2=C(CN(C1)C(=O)OC(C)(C)C)C=CC1=CC=CC=C12 tert-butyl (R)-2-ethyl-2,3-dihydronaphtho[2,1-f][1,4]oxazepine-4(5H)-carboxylate